ClC=1C(=NC=C(C1)C(F)(F)F)N1CCN(CC1)C(=O)C1=NN(C(C2=CC=CC=C12)=O)CC(C)C 4-[[4-[3-chloro-5-(trifluoromethyl)-2-pyridinyl]-1-piperazinyl]carbonyl]-2-(2-methylpropyl)-1(2H)-phthalazinone